1-(2-fluoro-3,6-dimethoxy-4-pentylphenyl)propan-2-amine FC1=C(C(=CC(=C1OC)CCCCC)OC)CC(C)N